(1r,3r)-3-{4-amino-3-[5-cyclopropyl-4-(pyridin-2-yl)-1,2-oxazol-3-yl]-1H-pyrazolo[3,4-d]pyrimidin-1-yl}-N-ethyl-N-methylcyclobutane-1-carboxamide NC1=C2C(=NC=N1)N(N=C2C2=NOC(=C2C2=NC=CC=C2)C2CC2)C2CC(C2)C(=O)N(C)CC